O-(r-butyldimethylsilyl)hydroxylamine C(CCC)[Si](ON)(C)C